ClC1=C(C=CC(=C1)Cl)S(=O)(=O)NC1=C(C(=C(C=C1)F)C1=CC=C2C(=NNC2=C1F)C=1NC=CN1)F 2,4-dichloro-N-(2,4-difluoro-3-(7-fluoro-3-(1H-imidazol-2-yl)-1H-indazol-6-yl)phenyl)-benzenesulfonamide